BrC=1C(NC(NC1)=O)=O 5-bromopyrimidin-2,4(1H,3H)-dione